methyl 1-(4-aminotetrahydrofuran-3-yl)-1H-pyrrole-3-carboxylate NC1C(COC1)N1C=C(C=C1)C(=O)OC